Para-isopropenyl-toluene C(=C)(C)C1=CC=C(C)C=C1